tert-butyl (R)-(1-((3,4-dimethoxyphenethyl)amino)-4,4-dimethyl-1-oxopentan-2-yl)carbamate COC=1C=C(CCNC([C@@H](CC(C)(C)C)NC(OC(C)(C)C)=O)=O)C=CC1OC